[Cl-].C(CCCCCCCCCCCCCCC)[NH2+]CCCCCCCCCCCCCCCC Dihexadecylammonium chlorid